4-[4-chloro-5-[2-(chloromethyl)allyloxy]-6-methoxy-isoindolin-2-yl]-4-oxo-butanoic acid ethyl ester C(C)OC(CCC(=O)N1CC2=CC(=C(C(=C2C1)Cl)OCC(=C)CCl)OC)=O